(S)-9,10-difluoro-6-(((1-(6-nitropyridin-3-yl)piperidin-3-yl)(pyridin-2-ylmethyl)amino)methyl)-2,3-dihydro-7H-[1,4]oxazino[2,3,4-ij]quinolin-7-one FC=1C=C2C(C(=CN3C2=C(C1F)OCC3)CN(CC3=NC=CC=C3)[C@@H]3CN(CCC3)C=3C=NC(=CC3)[N+](=O)[O-])=O